C(=O)(OC(C)(C)C)N1CC(C1)=O Boc-azetidine-3-one